(R)-N-((R)-1-(3-amino-5-(trifluoromethyl)phenyl)ethyl)-2,8-dimethyl-6-(((S)-tetrahydrofuran-3-yl)oxy)-8,9-dihydrofuro[2,3-h]quinazolin-4-amine NC=1C=C(C=C(C1)C(F)(F)F)[C@@H](C)NC1=NC(=NC2=C3C(=C(C=C12)O[C@@H]1COCC1)O[C@@H](C3)C)C